[Na+].P(=O)(OCCCC)([O-])[O-].[Na+] butyl phosphate sodium salt